isoquinolin-2-ol (1S)-(+)-camphorsulfonate [C@]12(C(=O)CC(CC1)C2(C)C)CS(=O)(=O)O.C2N(C=CC1=CC=CC=C21)O